N-(1-(7-methoxy-2-methylquinolin-5-yl)cyclopropyl)-2-methyl-5-((1-methylazetidin-2-yl)methoyl)benzamide COC1=CC(=C2C=CC(=NC2=C1)C)C1(CC1)NC(C1=C(C=CC(=C1)C(=O)C1N(CC1)C)C)=O